phenyl-phosphonic acid di(4-tert-butylphenyl) ester C(C)(C)(C)C1=CC=C(C=C1)OP(OC1=CC=C(C=C1)C(C)(C)C)(=O)C1=CC=CC=C1